FC=1C(=CC=C2CN(C(C12)=O)[C@@H](C=1NC=C(N1)C)C1=C(C=CC(=C1)F)O)C1=CC=C(C=C1)C1CCN(CC1)C 7-fluoro-2-[(R)-(5-fluoro-2-hydroxy-phenyl)-(4-methyl-1H-imidazol-2-yl)methyl]-6-[4-(1-methyl-4-piperidinyl)phenyl]isoindolin-1-one